CC1=C(C=CC=C1)C1(CC2C(CN(C2)C2=NC(=CC=C2)C)C1)O 5-(2-methylphenyl)-2-(6-methylpyridin-2-yl)-octahydrocyclopenta[c]pyrrol-5-ol